3-(3-(5-Chlorothiophene-2-carboxamido)benzamido)phenylacetic acid methyl ester COC(CC1=CC(=CC=C1)NC(C1=CC(=CC=C1)NC(=O)C=1SC(=CC1)Cl)=O)=O